4-(6-methoxypyridin-2-yl)cyclohexan-1-one COC1=CC=CC(=N1)C1CCC(CC1)=O